ClC=1C2=C(N(C(N1)=S)C1=C(C=CC=C1)Cl)N=C(C=C2)C(F)(F)F 4-chloro-1-(2-chlorophenyl)-7-(trifluoromethyl)pyrido[2,3-d]pyrimidine-2(1H)-thione